C1(CCC1)N[C@H]1CN(CC1)C=1N=NC(=CC1)C1=C(C=C(C=C1)C1=CN=NC(=C1)C)OCOC (3R)-N-cyclobutyl-1-{6-[2-(methoxymethoxy)-4-(6-methylpyridazin-4-yl)phenyl]pyridazin-3-yl}pyrrolidin-3-amine